(S)-3-(4-acrylamidobenzamido)-1-(difluoromethyl)-N-(2-(dimethylamino)-1-phenylethyl)-6,6-dimethyl-4,6-dihydropyrrolo[3,4-c]pyrazole-5(1H)-carboxamide C(C=C)(=O)NC1=CC=C(C(=O)NC=2C3=C(N(N2)C(F)F)C(N(C3)C(=O)N[C@H](CN(C)C)C3=CC=CC=C3)(C)C)C=C1